3-bromo-4-[(4-nitrophenyl)sulfanyl]-1-{[2-(trimethylsilyl)ethoxy]methyl}-1H-pyrrolo[2,3-b]pyridine BrC1=CN(C2=NC=CC(=C21)SC2=CC=C(C=C2)[N+](=O)[O-])COCC[Si](C)(C)C